NCCC1=C(C=CC(=C1)N)C aminoethyl-4-amino-methylbenzene